((1S,3R)-1-(4-aminobutyl)-3-(((3S,4S)-3-methoxytetrahydro-2H-pyran-4-yl)amino)cyclopentyl)(3-(trifluoromethyl)-7,8-dihydro-1,6-naphthyridin-6(5H)-yl)methanone NCCCC[C@]1(C[C@@H](CC1)N[C@@H]1[C@@H](COCC1)OC)C(=O)N1CC=2C=C(C=NC2CC1)C(F)(F)F